4-amino-2,3,5,6-tetrafluoro-N-(4-(8-(1-methyl-6-(trifluoromethyl)-1H-benzo[d]imidazol-5-yl)indolizine-3-carbonyl)phenyl)benzenesulfonamide NC1=C(C(=C(C(=C1F)F)S(=O)(=O)NC1=CC=C(C=C1)C(=O)C1=CC=C2C(=CC=CN12)C1=CC2=C(N(C=N2)C)C=C1C(F)(F)F)F)F